4-(2-((2S*,3R*)-2-benzyl-3-fluoropyrrolidin-1-yl)-6-((4-methoxybenzyl)oxy)pyridin-4-yl)morpholine C(C1=CC=CC=C1)[C@@H]1N(CC[C@H]1F)C1=NC(=CC(=C1)N1CCOCC1)OCC1=CC=C(C=C1)OC |o1:7,11|